CC1=C(C=2N(C=C1C1=C(C=3N=C(SC3N1)N1CC3(C1)CNC3)C(C)C)N=CN2)C 5-(7,8-dimethyl-[1,2,4]triazolo[1,5-a]pyridin-6-yl)-6-isopropyl-2-(2,6-diazaspiro[3.3]hept-2-yl)-4H-pyrrolo[3,2-d]thiazole